CC=1C(=CC=CC1)S(=O)[O-].[NH3+]C1=CC=CC=C1 anilinium o-toluenesulfinate